FC(CC1=C(N=C(N=N1)N(CC1=CC=C(C=C1)OC)CC1=CC=C(C=C1)OC)OC)F (2,2-difluoroethyl)-5-methoxy-N,N-bis[(4-methoxyphenyl)methyl]-1,2,4-triazin-3-amine